ClC1=C(C=CC=C1C1=CC=C(C(=N1)OC)CN1CC2(C1)C(NCC2)=O)C2=C(C(=CC=C2)NC=2C1=C(N=C(N2)C)C=CC=N1)C 2-((6-(2-chloro-2'-methyl-3'-((2-methylpyrido[3,2-d]pyrimidin-4-yl)amino)-[1,1'-biphenyl]-3-yl)-2-methoxypyridin-3-yl)methyl)-2,6-diazaspiro[3.4]octan-5-one